C(CCCCCCC\C=C/CCCCCCCC)N(CCO)CCO Oleyl-diethanolamine